FC=1C=CC(=C2C=C(NC(C12)=O)CCC(=O)N1CCC(CC1)OC1=CC=C(C#N)C=C1)C 4-((1-(3-(8-fluoro-5-methyl-1-oxo-1,2-dihydroisoquinolin-3-yl)propionyl)piperidin-4-yl)oxy)benzonitrile